5-((1-(2-cyclopropoxyethyl)-2-oxo-1,2-dihydropyridin-3-yl)amino)-N-((1-(hydroxymethyl)cyclopropyl)methyl)-7-(methylamino)pyrazolo[1,5-a]pyrimidine-3-carboxamide C1(CC1)OCCN1C(C(=CC=C1)NC1=NC=2N(C(=C1)NC)N=CC2C(=O)NCC2(CC2)CO)=O